4-methyleneanthracene C=C1CC=CC2=CC3=CC=CC=C3C=C12